ClC1=NC(=NC(=N1)F)C1=CC=CC=C1 2-chloro-4-fluoro-6-phenyl-1,3,5-triazine